NC=1C=C(C(=NC1)N1N=CC(=C1)F)S(=O)(=O)N=CN(C)C 5-Amino-N-[(dimethylamino)methylene]-2-(4-fluoro-1H-pyrazol-1-yl)pyridine-3-sulfonamide